1-[8-(6-methoxypyridazin-4-yl)-6H-isochromeno[3,4-b]pyridin-3-yl]-N-methylpiperidin-4-amine COC1=CC(=CN=N1)C=1C=CC2=C(C1)COC1=NC(=CC=C12)N1CCC(CC1)NC